tert-butyl (endo-8-azabicyclo[3.2.1]octan-3-yl)(methyl)carbamate C12CC(CC(CC1)N2)N(C(OC(C)(C)C)=O)C